FC1=C(C=CC(=N1)[C@@H](CN1C[C@@H]2[C@](C1)(C[C@H](C2)OC2=CC=CC=C2)O)O)O (3aS,5S,6aR)-2-((R)-2-(6-fluoro-5-hydroxypyridin-2-yl)-2-hydroxyethyl)-5-phenoxyhexahydrocyclopenta[c]pyrrol-3a(1H)-ol